C12CNCC(N1C1=NC(=CC(=N1)NC=1C=C3C=NNC3=CC1)C)C2 N-(2-(3,6-diazabicyclo[3.1.1]hept-6-yl)-6-methylpyrimidin-4-yl)-1H-indazol-5-amine